(S)-2-((7-chloro-2-(5-fluoro-2-methyl-4-(methylcarbamoyl)phenyl)imidazo[1,2-a]pyridin-3-yl)methyl)morpholine-4-carboxylic acid methyl ester COC(=O)N1C[C@@H](OCC1)CC1=C(N=C2N1C=CC(=C2)Cl)C2=C(C=C(C(=C2)F)C(NC)=O)C